C1=CC=CC=2C3=CC=CC=C3C(C12)COC(=O)N([C@@H](C(=O)O)C)C (2R)-2-[9H-fluoren-9-ylmethoxycarbonyl(methyl)amino]propanoic acid